N-[(1H-1,2,3-benzotriazol-1-yloxy)(dimethylamino)methylene]-N-methylmethanaminium hexafluorophosphate F[P-](F)(F)(F)(F)F.N1(N=NC2=C1C=CC=C2)OC(=[N+](C)C)N(C)C